7-(1-propenoylazetidin-3-yl)-2-(4-(4-fluorophenoxy)phenyl)-1H-imidazo[1,2-b]pyrazole-3-carboxamide C(C=C)(=O)N1CC(C1)C1=C2N(N=C1)C(=C(N2)C2=CC=C(C=C2)OC2=CC=C(C=C2)F)C(=O)N